FC=1C(=NC=CC1)SC=1C=2N(C=C(C1)C=1C=NN(C1C)C1CCC(CC1)NC(C)C)N=CC2C#N 4-((3-fluoropyridin-2-yl)thio)-6-(1-((1s,4s)-4-(isopropylamino)cyclohex-yl)-5-methyl-1H-pyrazol-4-yl)pyrazolo[1,5-a]pyridine-3-carbonitrile